FC(C(=O)O)(F)F.CC1(CC1)C=1N=C(C2=C(N1)OC=C2)N 1-Methylcyclopropylfuro[2,3-d]Pyrimidin-4-Amine Trifluoroacetate